NCC(C#CC)O 1-aminopent-3-yn-2-ol